(2-(3-Azabicyclo[3.1.0]hexan-3-yl)pyrimidin-5-yl)methanol C12CN(CC2C1)C1=NC=C(C=N1)CO